C1(CCCC1)SC1=NC=CC=C1C1=CC(=C(N)C(=C1)F)F 4-(2-cyclopentylsulfanyl-pyridin-3-yl)-2,6-difluoro-aniline